FC1=CC2=C(C=NO2)C=C1 6-fluoro-benzo[D]isoxazole